ClC1=CC(=C(C=C1)C1CCN(CC1)C1=C(C=CC=C1)CS(=O)(=O)C1=CC=C(C)C=C1)F 4-(4-chloro-2-fluorophenyl)-1-(2-(tosylmethyl)phenyl)piperidine